C(C)(C)(C)OC(N(C=1SC=C(N1)C#C[Si](C)(C)C)C(=O)OC(C)(C)C)=O Boc-N-[4-(2-trimethylsilylethynyl)thiazol-2-yl]carbamic acid tert-butyl ester